O1NC(CC1)CC=1C=C(C(=O)O)C=CC1 3-(isoxazolidin-3-ylmethyl)benzoic acid